5-chloro-8-((1-(2-cyclopropylethyl)-4-fluoro-1H-indazol-6-yl)sulfonyl)-3-hydroxyquinazoline-2,4(1H,3H)-dione ClC1=C2C(N(C(NC2=C(C=C1)S(=O)(=O)C1=CC(=C2C=NN(C2=C1)CCC1CC1)F)=O)O)=O